3-(1H-indol-3-yl)-3-oxo-propionitrile N1C=C(C2=CC=CC=C12)C(CC#N)=O